C1(CCCCC1)N(C=1C=C2CCN(C(C2=CC1)=O)C[C@@H](CN1CC2=CC=CC=C2CC1)O)C 6-[cyclohexyl-(methyl)amino]-2-[(2R)-3-(3,4-dihydro-1H-isoquinolin-2-yl)-2-hydroxy-propyl]-3,4-dihydroisoquinolin-1-one